C(O)(O)=O.C1(=CC=CC=C1)OC=1C(C(=O)O)=CC=CC1.C(C=1C(O)=CC=CC1)(=O)OCC(C)C isobutyl (salicylate) phenyl-(salicylate) carbonate